OCCC1(C=2N=CN([C@H]3C[C@H](O)[C@@H](CO)O3)C2N=C(N1)N)O 6-(2-hydroxyethyl)-2'-deoxyguanosine